C(#N)C=1C=C(C=CC1F)NC(=O)C1=C(N(C=C1F)C)C N-(3-cyano-4-fluorophenyl)-4-fluoro-1,2-dimethyl-1H-pyrrole-3-carboxamide